ClC1=NC(=C2N=CN(C2=N1)CC)N1CCCCC1 2-chloro-9-ethyl-6-(piperidin-1-yl)-9H-purine